5-mercapto-1H-1,2,3-Triazole-4-carboxylic acid SC1=C(N=NN1)C(=O)O